tert-butyl (2R)-2-(hydroxymethyl)-4-[1-(oxan-2-yl)pyrazol-4-yl]pyrrolidine-1-carboxylate OC[C@@H]1N(CC(C1)C=1C=NN(C1)C1OCCCC1)C(=O)OC(C)(C)C